2-((3S,4'R)-1-(2-(4-fluorophenyl)-2-oxoethyl)-2-oxo-4'-phenylspiro[indoline-3,2'-[1,3]dioxolan]-4'-yl)acrylate FC1=CC=C(C=C1)C(CN1C([C@]2(OC[C@@](O2)(C2=CC=CC=C2)C(C(=O)[O-])=C)C2=CC=CC=C12)=O)=O